NC=1C(N(C=CC1)[C@@H]1[C@@H](C1)F)=O Amino-1-((1S,2R)-2-fluorocyclopropyl)pyridin-2(1H)-one